(2S,4R)-4-((3-bromopyridin-4-yl)methyl)-4-hydroxy-2-methylpyrrolidine-1-carboxylic acid tert-butyl ester C(C)(C)(C)OC(=O)N1[C@H](C[C@](C1)(O)CC1=C(C=NC=C1)Br)C